FC1C(CNC1)N1CC(OC(C1)C)C(=O)N [4-fluoropyrrolidin-3-yl]-6-methyl-morpholine-2-carboxamide